C(C1=CC=CC=C1)OC=1C(=CC(=NC1)CC1=C(C=C(C=C1Cl)Br)Cl)S(=O)(=O)Cl 5-benzyloxy-2-[(4-bromo-2,6-dichloro-phenyl)methyl]pyridine-4-sulfonyl chloride